4-azidophenyl-alanine N(=[N+]=[N-])C1=CC=C(C=C1)N[C@@H](C)C(=O)O